(R)-2,7-Dimethyl-5-(1-((2-(methylsulfonyl)phenyl)amino)ethyl)-3-(1-(2,2,2-trifluoroethyl)piperidin-4-yl)isoquinolin-1(2H)-one CN1C(C2=CC(=CC(=C2C=C1C1CCN(CC1)CC(F)(F)F)[C@@H](C)NC1=C(C=CC=C1)S(=O)(=O)C)C)=O